di-methylsulfoxide CS(=O)C